N[C@@H]1[C@@H](OCC12CCN(CC2)C=2N(C(C1=C(N2)NN=C1C#CC1=CC=CC=C1)=O)C)C 6-((3S,4S)-4-amino-3-methyl-2-oxa-8-azaspiro[4.5]decan-8-yl)-5-methyl-3-(phenylethynyl)-1,5-dihydro-4H-pyrazolo[3,4-d]pyrimidin-4-one